[Cu]=O.[Y].[Bi] bismuth yttrium copper oxide